3-cyclopropyl-6-[(3R)-3-(1-ethyl)pyrrolidin-1-yl]pyridazin C1(CC1)C=1N=NC(=CC1)N1C[C@@H](CC1)CC